BrC1=CC=C(C=C1)C(CC(=O)OC)(C(F)(F)F)C(F)(F)F methyl 3-(4-bromophenyl)-4,4,4-trifluoro-3-(trifluoromethyl)butanoate